2,5-dimethoxy-4-iodophenylpropylamine COC1=C(C=C(C(=C1)I)OC)CCCN